C1=CN=CC=2C=CC3=C(C12)C=CC=1C=2C=CC=CC2C=CC13 phenanthro[2,1-f]isoquinoline